γ-methacryloyloxypropyl-Trimethoxysilane C(C(=C)C)(=O)OCCC[Si](OC)(OC)OC